Sodium (R)-((8-fluoro-1,2,3,5,6,7-hexahydro-s-indacen-4-yl)carbamoyl)((6-(methylamino)-6,7-dihydro-5H-pyrazolo[5,1-b][1,3]oxazin-3-yl)sulfonyl)amide FC=1C=2CCCC2C(=C2CCCC12)NC(=O)[N-]S(=O)(=O)C=1C=NN2C1OC[C@@H](C2)NC.[Na+]